4-((4-([1,1'-biphenyl]-3-yl)-5-fluoropyrimidin-2-yl)amino)cyclohexane-1-carboxylic acid C1(=CC(=CC=C1)C1=NC(=NC=C1F)NC1CCC(CC1)C(=O)O)C1=CC=CC=C1